2-(6-iodopyridin-3-yl)acetic acid methyl ester COC(CC=1C=NC(=CC1)I)=O